N'-((7-hexyl-7H-dibenzo[c,g]carbazole-5,9-diyl)bis(thiophen-5,2-diyl))bis(N-(dibenzo[b,d]thiophen-2-yl)dibenzo[b,d]thiophen-2-amine) C(CCCCC)N1C=2C=C(C3=C(C2C=2C4=C(C(=CC12)C1=CC=C(S1)C1=C(C=CC=2SC5=C(C21)C=CC=C5)NC5=CC2=C(SC1=C2C=CC=C1)C=C5)C=CC=C4)C=CC=C3)C3=CC=C(S3)C3=C(C=CC=4SC5=C(C43)C=CC=C5)NC5=CC4=C(SC3=C4C=CC=C3)C=C5